N-(5-fluorothiazol-2-yl)oxetan-3-carboxamide FC1=CN=C(S1)NC(=O)C1COC1